C12(CC3CC(CC(C1)C3)C2)P(C2=C(C=CC=C2)N2CCCCC2)C23CC1CC(CC(C2)C1)C3 1-(2-(di((3S,5S,7S)-adamantan-1-yl)phosphanyl)phenyl)piperidine